ClC1=C(C(=CC=C1)Cl)N1N=C(C(=C1)NC1=CC=C(C=C1)C(=O)N1CCOCC1)C(=O)NC 1-(2,6-dichlorophenyl)-N-methyl-4-((4-(morpholine-4-carbonyl)phenyl)amino)-1H-pyrazole-3-carboxamide